C(C)(C)(C)OC(=O)N1[C@H]([C@H](CC1)C1=CC=CC=C1)C(=O)O |o1:8,9| (2R*,3R*)-1-(tert-butoxycarbonyl)-3-phenylproline